C(C)OC=1C(=CC=2C(N1)=NN(C2)C)NC(=O)N2CCC=1C2=NC=CC1N1CC(N(CC1)C(=O)OC(C)(C)C)(C)C tert-butyl 4-(1-((6-ethoxy-2-methyl-2H-pyrazolo[3,4-b]pyridin-5-yl)carbamoyl)-2,3-dihydro-1H-pyrrolo[2,3-b]pyridin-4-yl)-2,2-dimethylpiperazine-1-carboxylate